O1[C@H](COCC1)CN1N=C2C3=C(CC4(C2=C1)CC4)OC(=C3C)C(=O)NCC=3OC=CN3 2'-[(2S)-1,4-dioxan-2-ylmethyl]-8'-methyl-N-(1,3-oxazol-2-ylmethyl)-2',5'-dihydrospiro[cyclopropane-1,4'-furo[2,3-g]indazole]-7'-carboxamide